oxyethylene(dimethylamino)ethylene(dimethylamino)ethylene dichloride O(CCCCC(CCl)(N(C)C)N(C)C)Cl